bis(dicyclohexylphosphino)-1,1'-biphenyl C1(CCCCC1)P(C1CCCCC1)C1=CC=C(C=C1)C1=CC=C(C=C1)P(C1CCCCC1)C1CCCCC1